5-(4-isopropyl-5-(8-methyl-[1,2,4]triazolo[1,5-a]pyridin-6-yl)-1H-pyrazol-3-yl)-2-(1-(oxetan-3-yl)piperidin-4-yl)thiazole C(C)(C)C=1C(=NNC1C=1C=C(C=2N(C1)N=CN2)C)C2=CN=C(S2)C2CCN(CC2)C2COC2